C(C1C(C2(CCC1C2(C)C)CS(=O)(=O)[O-])=O)C2C(C1(CCC2C1(C)C)CS(=O)(=O)[O-])=O methylene-di-camphorsulfonate